8-bromo-5-methyl-isoquinolin-4-ol BrC=1C=CC(=C2C(=CN=CC12)O)C